(2R,3R)-(-)-2,3-dimethyl-sulfonyl-butane CS(=O)(=O)[C@H](C)[C@@H](C)S(=O)(=O)C